N-(1-cyanocyclopropyl)-8-(4-isobutyrylpiperazin-1-yl)-3-(1-propionyl-2,5-dihydro-1H-pyrrol-3-yl)imidazo[1,2-a]pyridine-6-sulfonamide C(#N)C1(CC1)NS(=O)(=O)C=1C=C(C=2N(C1)C(=CN2)C=2CN(CC2)C(CC)=O)N2CCN(CC2)C(C(C)C)=O